(S)-2-((7-((3-chloro-4-fluorobenzyl)oxy)-3,4-dihydroisoquinolin-2(1H)-yl)methyl)-1-((oxetan-2-yl)methyl)-1H-benzo[d]imidazole-6-carboxylic acid tert-butyl ester C(C)(C)(C)OC(=O)C=1C=CC2=C(N(C(=N2)CN2CC3=CC(=CC=C3CC2)OCC2=CC(=C(C=C2)F)Cl)C[C@H]2OCC2)C1